N-(trimethylsilyl)-2,2,3-trichloro-3,3-difluoropropionamide C[Si](NC(C(C(F)(F)Cl)(Cl)Cl)=O)(C)C